4-(3-fluoro-1-(4-methyl-3-(methylamino)phenyl)-1H-pyrazol-4-yl)-2-methoxybenzamide FC1=NN(C=C1C1=CC(=C(C(=O)N)C=C1)OC)C1=CC(=C(C=C1)C)NC